3,3-bis(methoxymethyl)-6-((7-((4-(methylsulfonyl)phenyl)amino)-2,6-naphthyridin-1-yl)ethynyl)indolin-2-one COCC1(C(NC2=CC(=CC=C12)C#CC1=NC=CC2=CN=C(C=C12)NC1=CC=C(C=C1)S(=O)(=O)C)=O)COC